C(CCCCCCC)(=O)O.[Sn] tin octanoic acid